N-(5-((5-chloro-4-((2-(1-methyl-1H-pyrazol-3-yl)phenyl)amino)pyrimidin-2-yl)amino)-4-methoxy-2-morpholinophenyl)acrylamide ClC=1C(=NC(=NC1)NC=1C(=CC(=C(C1)NC(C=C)=O)N1CCOCC1)OC)NC1=C(C=CC=C1)C1=NN(C=C1)C